7-((1r,4r)-4-(1,5-dimethyl-1H-indazol-4-yl)cyclohexyl)-3-methyl-5-((3-(trifluoromethyl)pyridin-2-yl)methyl)pyrido[2,3-b]pyrazin-6(5H)-one CN1N=CC2=C(C(=CC=C12)C)C1CCC(CC1)C1=CC=2C(=NC(=CN2)C)N(C1=O)CC1=NC=CC=C1C(F)(F)F